6-(benzyloxy)-9-bromo-[1,2,4]triazolo[5,1-a]isoquinoline-5-carboxylic acid C(C1=CC=CC=C1)OC1=C(N2C(C3=CC(=CC=C13)Br)=NC=N2)C(=O)O